C(C)(C)(C)OC(=O)N1SOC[C@@H]1CC(F)F.F[C@@H]1[C@@H](O[C@@H]([C@H]1O)CO)N1C(NC(CC1)=O)=O 1-(2-Deoxy-2-fluoro-β-D-arabinofuranosyl)dihydro-2,4(1H,3H)-pyrimidinedione tert-butyl-(S)-4-(2,2-difluoroethyl)-1,2,3-oxathiazolidine-3-carboxylate